C(CCl)OCCCl dichlorodiethyl ether